F[P-](F)(F)(F)(F)F.N1(N=NC2=C1C=CC=C2)OP(N(C)C)(N(C)C)N(C)C (benzotriazole-1-oxy)tris(dimethylamino)phosphine hexafluorophosphate